3-amino-4-oxo-4-(4-phenylbutan-2-ylamino)butyric acid NC(CC(=O)O)C(NC(C)CCC1=CC=CC=C1)=O